O=C1NC(CCC1N1N=CC2=CC(=C(C=C12)C#CCNC(C1=NC=C(C=C1)C=1N=CC2=C(C=CC=C2C1)C1=CC2=C(N(C(N2C)=O)C)C(=C1)C(C)C)=O)C)=O N-(3-(1-(2,6-Dioxopiperidin-3-yl)-5-methyl-1H-indazol-6-yl)prop-2-yn-1-yl)-5-(8-(7-isopropyl-1,3-dimethyl-2-oxo-2,3-dihydro-1H-benzo[d]imidazol-5-yl)isoquinolin-3-yl)picolinamide